racemic-trans-tert-butyl-3,3-difluoro-4-[[6-iodo-3-(trifluoromethylsulfanyl)imidazo[1,2-a]pyridine-8-carbonyl]amino]-5-methyl-piperidine-1-carboxylate C(C)(C)(C)OC(=O)N1CC([C@H]([C@@H](C1)C)NC(=O)C=1C=2N(C=C(C1)I)C(=CN2)SC(F)(F)F)(F)F |r|